(±)-N-(9-(3-Oxa-9-azaspiro[5.5]undecan-9-yl)-5,6-dihydro-4H-benzo[f]imidazo[1,2-a]azepin-4-yl)-5-benzyl-1H-1,2,4-triazole-3-carboxamide C1COCCC12CCN(CC2)C2=CC1=C(CC[C@H](C=3N1C=CN3)NC(=O)C3=NNC(=N3)CC3=CC=CC=C3)C=C2 |r|